2-HYDROXY-4-OXO-4H-PYRIDO[1,2-A]PYRIMIDINE-3-CARBALDEHYDE OC=1N=C2N(C(C1C=O)=O)C=CC=C2